CC1CC(CC1)N 3-methylcyclopentan-1-amine